(S)-alpha-ethyl-2-oxo-1-pyrrolidineacetate C(C)[C@@H](C(=O)[O-])N1C(CCC1)=O